Cl.ClC=1C=CC(=C(CNC[C@@H]2CNCC2)C1)OCC (S)-N-(5-chloro-2-ethoxybenzyl)-1-(pyrrolidin-3-yl)methanamine hydrochloride